COC=1C=C2CCN3C(C2=CC1B1OC(C(O1)(C)C)(C)C)=C(N=C3)CCC 8-methoxy-1-propyl-9-(4,4,5,5-tetramethyl-1,3,2-dioxaborolan-2-yl)-5,6-dihydroimidazo[5,1-a]isoquinoline